2-(methylsulfanyl)isoindole-1,3-dione CSN1C(C2=CC=CC=C2C1=O)=O